2-Cyclopropyl-5-[[6-[3-(difluoromethyl)-4-fluoro-phenyl]pyrazolo[4,3-b]pyridin-1-yl]methyl]-1,3,4-thiadiazole C1(CC1)C=1SC(=NN1)CN1N=CC2=NC=C(C=C21)C2=CC(=C(C=C2)F)C(F)F